C(C)NC=1N=C(C(=NC1C1=CC=CC=2N(C=NC21)C)C(=O)N)NC2=CC=C(C=C2)N2CCOCC2 5-(Ethylamino)-6-(1-methylbenzimidazol-4-yl)-3-(4-morpholinoanilino)pyrazine-2-carboxamide